NC1CN(CCN1)C1=CC(=CC=2OCCOC21)O 5-(3-aminopiperazin-1-yl)-7-hydroxy-2,3-dihydro-1,4-benzodioxine